FC=1C=C(C=CC1)C1NC[C@H](CC1)C |r| rac-(5S)-2-(3-Fluorophenyl)-5-methyl-piperidine